CN(CCCCCCCCCCCCNC)C N1,N1,N12-trimethyldodecane-1,12-diamine